ClC1=NC=C(C(=C1)C(F)F)C(F)(F)F 2-chloro-4-(difluoromethyl)-5-(trifluoromethyl)pyridine